(NZ,R)-N-[1'-(7-bromo-6-methyl-pyrazolo[1,5-a]pyrazin-4-yl)-1-(triisopropylsilyloxymethyl)spiro[7H-cyclopenta[c]pyridine-6,4'-piperidine]-5-ylidene]-2-methyl-propane-2-sulfinamide BrC1=C(N=C(C=2N1N=CC2)N2CCC1(CC2)/C(/C2=C(C(=NC=C2)CO[Si](C(C)C)(C(C)C)C(C)C)C1)=N/[S@](=O)C(C)(C)C)C